ClC1=C(CC=2N(C=NN2)CCCC=2N=CN(C2)C(C2=CC=CC=C2)(C2=CC=CC=C2)C2=CC=CC=C2)C=CC=C1 5-(2-chlorobenzyl)-4-(3-(1-trityl-1H-imidazol-4-yl)propyl)-4H-1,2,4-triazol